(9e)-octadecenoic acid CCCCCCCC/C=C/CCCCCCCC(=O)O